3,4-difluoro-2-(((2-bromophenyl)thio)methyl)-benzaldehyde FC=1C(=C(C=O)C=CC1F)CSC1=C(C=CC=C1)Br